6-Chlorothiazolo[4,5-c]pyridine-2-carboxamide ClC1=CC2=C(C=N1)N=C(S2)C(=O)N